1-benzyl-6-chloro-3-cyclopropylpyrimidine-2,4(1H,3H)-dione C(C1=CC=CC=C1)N1C(N(C(C=C1Cl)=O)C1CC1)=O